4-(benzyloxy)-4-oxobutyl (tert-butoxycarbonyl)-L-valinate C(C)(C)(C)OC(=O)N[C@@H](C(C)C)C(=O)OCCCC(=O)OCC1=CC=CC=C1